3-Bromo-2-cyano-N-indan-2-yl-pyrazolo[1,5-a]pyrimidine-7-carboxamide BrC=1C(=NN2C1N=CC=C2C(=O)NC2CC1=CC=CC=C1C2)C#N